FC(C1=CC=C(C=C1)C1=CC=C(C=C1)C=CC1=C(N=NN1)C(=O)O)(F)F 5-(2-(4'-(trifluoromethyl)-[1,1'-biphenyl]-4-yl)vinyl)-1H-1,2,3-triazole-4-carboxylic acid